C(#N)C1=CC(=CC=2N=C(OC21)C=2C(=C(C=NC2)C=2C(=C(C=CC2)NC(=O)C=2N(C1=C(CN(CC1)C(=O)OC(C)(C)C)N2)C)C)C)CO tert-butyl 2-((3-(5-(7-cyano-5-(hydroxymethyl) benzo[d]oxazol-2-yl)-4-methylpyridin-3-yl)-2-methylphenyl) carbamoyl)-1-methyl-1,4,6,7-tetrahydro-5H-imidazo[4,5-c]pyridine-5-carboxylate